CC1=CC(C(=C(C1=O)C)C)=O 3,5,6-trimethylcyclohexa-2,5-diene-1,4-dione